ClC1=CC=CC(=N1)NC(=O)NCC1=CC(=NC=C1)OC(F)F 1-(6-chloropyridin-2-yl)-3-[[2-(difluoromethoxy)pyridin-4-yl]methyl]urea